(5R)-3-[2-[(3-tert-butyl-1,3-dihydroisobenzofuran-5-yl)oxy]pyrimidin-5-yl]-5-ethyl-5-methyl-imidazolidine-2,4-dione C(C)(C)(C)C1OCC2=CC=C(C=C12)OC1=NC=C(C=N1)N1C(N[C@](C1=O)(C)CC)=O